rac-6-(((3s,4r)-4-fluoro-1-methylpyrrolidin-3-yl)oxy)-7-methoxy-4-(1-methyl-3-phenyl-1H-pyrazol-4-yl)quinazoline F[C@H]1[C@H](CN(C1)C)OC=1C=C2C(=NC=NC2=CC1OC)C=1C(=NN(C1)C)C1=CC=CC=C1 |r|